FC(OC1=CC(=NN1)NC1=CN=CC(=N1)O[C@H]1CN(CCC1)C(=O)OC(C)(C)C)F tert-butyl (R)-3-((6-((5-(difluoromethoxy)-1H-pyrazol-3-yl)amino)pyrazin-2-yl)oxy)piperidine-1-carboxylate